rac-N-((1s,3s)-3-aminocyclobutyl)-4-(2-chloro-4-(5-(1-cyclopropyl-3-(trifluoromethyl)-1H-pyrazol-4-yl)-1-methyl-1H-imidazole-2-carboxamido)benzoyl)piperazine-1-carboxamide formate C(=O)O.NC1CC(C1)NC(=O)N1CCN(CC1)C(C1=C(C=C(C=C1)NC(=O)C=1N(C(=CN1)C=1C(=NN(C1)C1CC1)C(F)(F)F)C)Cl)=O